(2R,4S)-N2-(5-((+)-1-amino-1-(3-cyanophenyl)-3-cyclopropyl)-2-fluorophenyl)-N1-(4-chlorophenyl)-4-hydroxypyrrolidine-1,2-dicarboxamide NC1(CC1C=1C=CC(=C(C1)NC(=O)[C@@H]1N(C[C@H](C1)O)C(=O)NC1=CC=C(C=C1)Cl)F)C1=CC(=CC=C1)C#N